trans-4-(3-fluoropyrrolidin-1-yl)but-2-enoic acid hydrochloride Cl.FC1CN(CC1)C/C=C/C(=O)O